C(C)(C)(C)OC(=O)N1CC=CC1 2,5-Dihydropyrrole-1-carboxylic acid tert-butyl ester